CN(C([S-])=S)CCCCCCCCCCCCCCCCCC.C(C)(C)[NH+](CC)C(C)C diisopropylethylammonium methyl-n-octadecyldithiocarbamate